FC(C(C)(C)O)(F)C=1C(=C(C=CC1)[C@@H](C)NC1=NC(=NC2=CC3=C(C=C12)N(C(C3)=O)C)C)F (R)-4-((1-(3-(1,1-difluoro-2-hydroxy-2-methylpropyl)-2-fluorophenyl)ethyl)amino)-2,6-dimethyl-6,8-dihydro-7H-pyrrolo[2,3-g]quinazolin-7-one